BrC=1C(=NC(=CC1)C#CC(C)(C)S(=O)(=O)C1CC1)[C@H](CC1=CC(=CC(=C1)F)F)NC(OC(C)(C)C)=O tert-butyl (S)-(1-(3-bromo-6-(3-(cyclopropylsulfonyl)-3-methylbut-1-yn-1-yl)pyridin-2-yl)-2-(3,5-difluorophenyl)ethyl)carbamate